3-ethyl-4-{4-[4-(1-methyl-1H-pyrazol-4-yl)-1H-imidazol-1-yl]-3-(propane-2-yl)-1H-pyrazolo[3,4-b]pyridin-1-yl}benzonitrile C(C)C=1C=C(C#N)C=CC1N1N=C(C=2C1=NC=CC2N2C=NC(=C2)C=2C=NN(C2)C)C(C)C